(S)-quinuclidin-3-yl (5-(3-isopropoxyphenyl)-2,2-dimethyl-2,3-dihydro-1H-inden-1-yl)carbamat C(C)(C)OC=1C=C(C=CC1)C=1C=C2CC(C(C2=CC1)NC(O[C@@H]1CN2CCC1CC2)=O)(C)C